C1(CC1)C1=NC=NC(=C1B1OC(C(O1)(C)C)(C)C)OC(F)F 4-cyclopropyl-6-(difluoromethoxy)-5-(4,4,5,5-tetramethyl-1,3,2-dioxaborolan-2-yl)pyrimidine